1-{1-[2-(1-phenyl-1H-pyrazol-4-yl)-1,3-thiazole-4-carbonyl]azetidin-3-yl}methanamine C1(=CC=CC=C1)N1N=CC(=C1)C=1SC=C(N1)C(=O)N1CC(C1)CN